C(O)N methylolamine